OC1=C(C=CC=C1)C1=NC2=C(NC(C1)=O)C=CC=C2 4-(2-hydroxyphenyl)-1H-benzo[b][1,4]diazepin-2(3H)-one